5-[[2-[(2R,4S)-4-hydroxy-2-phenyl-1-piperidyl]-2-oxo-acetyl]amino]pyridine-3-carboxamide O[C@@H]1C[C@@H](N(CC1)C(C(=O)NC=1C=C(C=NC1)C(=O)N)=O)C1=CC=CC=C1